Fmoc-(R)-propargyl-alanine C(=O)(OCC1C2=CC=CC=C2C2=CC=CC=C12)N([C@H](C)C(=O)O)CC#C